2,2-dimethylhexahydroindolizin-3(2H)-one CC1(CC2CCCCN2C1=O)C